tert-butyl N-[(1S)-5-[2-(2-cyanophenyl)-5-(pyrazol-1-yl)imidazo[4,5-b]pyridin-3-yl]-2,3-dihydro-1H-inden-1-yl]carbamate C(#N)C1=C(C=CC=C1)C1=NC=2C(=NC(=CC2)N2N=CC=C2)N1C=1C=C2CC[C@@H](C2=CC1)NC(OC(C)(C)C)=O